BrC=1C(=NC(=NC1)NC(C)C1=CC=CC=C1)NC1=CC(=NN1)CC Bromo-N4-(3-ethyl-1H-pyrazol-5-yl)-N2-(1-phenylethyl)pyrimidine-2,4-diamine